4,4''-(p-terphenyl)dicarboxaldehyde C1(=CC=C(C=C1)C=O)C1=CC=C(C=C1)C1=CC=C(C=C1)C=O